FC(C=1N=C(SC1)N1CCN(CC1)CCC1=NNC=N1)(F)F 3-[2-[4-[4-(trifluoromethyl)thiazol-2-yl]piperazin-1-yl]ethyl]-[1,2,4]triazol